[6-(4-Cyanopyrazol-1-yl)-2-fluoro-3-methoxyphenyl]methylamine C(#N)C=1C=NN(C1)C1=CC=C(C(=C1CN)F)OC